NC1=NC=CC(=C1)S(=O)(=O)NC=1SC(=C(N1)C1=C(C=CC=C1C(F)(F)F)C)C1=CC(=CC(=C1)F)OCCC(C)(C)C 2-amino-N-[5-[3-(3,3-dimethylbutoxy)-5-fluorophenyl]-4-[2-methyl-6-(trifluoromethyl)phenyl]-1,3-thiazol-2-yl]pyridine-4-sulfonamide